CN[C@@H](CC1=CC=C(C(=O)N)C=C1)CNC(C[C@H](C1(CC1)C(F)(F)F)C1=CC=CC=C1)=O 4-((S)-2-(methylamino)-3-((S)-3-phenyl-3-(1-(trifluoromethyl)cyclopropyl)propanamido)propyl)benzamide